(10-bromodecyl)-decyl-dimethylammonium bromide [Br-].BrCCCCCCCCCC[N+](C)(C)CCCCCCCCCC